COC(=O)C=1C(=CC2=C(N(C=N2)C)C1)N 5-amino-1-methyl-1H-benzo[d]imidazole-6-carboxylic acid methyl ester